CN[C@@H]1[C@H](CCCC1)NC (1S,2S)-N,N'-dimethyl-1,2-cyclohexanediamine